COC(=O)[C@H]1N(CC1)C(=O)OCC1=CC=CC=C1 (2S)-azetidine-1,2-dicarboxylic acid O1-benzyl ester O2-methyl ester